C(C)OC(CNC(=O)C=CC(=O)O)OCC 3-[N-(2,2-diethoxyethyl)carbamoyl]propenoic acid